C(N)(=O)C1=NC=CC(=C1)NC(=O)C=1C(=NC2=CC=CC=C2C1)N1CCC(CCC1)(F)F N-(2-carbamoylpyridin-4-yl)-2-(4,4-difluoroazepan-1-yl)quinoline-3-carboxamide